6-methoxy-2',6'-dimethyl-5-(2-morpholinoethyl)-[1,1'-biphenyl]-3-carbaldehyde COC1=C(C=C(C=C1C1=C(C=CC=C1C)C)C=O)CCN1CCOCC1